ClC1=C(C(=O)NC2CCCCCC2)C=C(C=C1)N1C=NN=C1 2-chloro-N-cycloheptyl-5-(4H-1,2,4-triazol-4-yl)benzamide